(5-fluoro-6-(methoxycarbonyl)pyridin-3-yl)boronic acid FC=1C=C(C=NC1C(=O)OC)B(O)O